N[C@@H](C(C)C)C(=O)NCC(=O)O Valyl-Glycine